4-methyl-3,4-dihydro-2H-benzo[b][1,4]oxazine-6-carboxylic acid CN1C2=C(OCC1)C=CC(=C2)C(=O)O